FC1=C(C=C(C=C1)C1=CC=C(C=C1)C1=N[C@H](C=2N(C3=C1C(=C(S3)C)C)C(=NN2)C)CC(=O)O)NC(=O)C=2C=NN3C2N=CC=C3 (S)-2-(4-(4'-fluoro-3'-(pyrazolo[1,5-a]pyrimidine-3-carboxamido)-[1,1'-biphenyl]-4-yl)-2,3,9-trimethyl-6H-thieno[3,2-f][1,2,4]triazolo[4,3-a][1,4]diazepin-6-yl)acetic acid